N-(3-cyclopropyl-1H-1,2,4-triazol-5-yl)-5-(2-fluorophenyl)-6-(3-fluoro-4-pyridyl)-1,2,4-triazin-3-amine C1(CC1)C1=NNC(=N1)NC=1N=NC(=C(N1)C1=C(C=CC=C1)F)C1=C(C=NC=C1)F